CC(CCCCCC(=O)OOC(C)(C)C)(C)N=NC(C)(C)C tertbutyl 7-methyl-7-(tert-butylazo)peroxyoctanoate